FC(C1=NOC=C1C1=NC(=NO1)[C@@H]1CC12CCN(CC2)S(=O)(=O)N)(F)F (1R)-1-{5-[3-(Trifluoromethyl)isoxazol-4-yl]-1,2,4-oxadiazol-3-yl}-6-azaspiro[2.5]octan-6-sulfonamid